4-(2-(decyloxy)ethyl)phenol C(CCCCCCCCC)OCCC1=CC=C(C=C1)O